alpha-(9-fluorenylmethyloxycarbonyl)-L-valinal C1=CC=CC=2C3=CC=CC=C3C(C12)COC(=O)[C@](N)(C(C)C)C=O